5,7-dichloro-3-((3aR,3bR,4aS,5R,5aS)-2,2-dimethylhexahydrocyclopropa[3,4]cyclopenta[1,2-d][1,3]dioxol-5-yl)-2-(triisopropylsilyl)-3H-imidazo[4,5-b]pyridine ClC1=CC(=C2C(=N1)N(C(=N2)[Si](C(C)C)(C(C)C)C(C)C)[C@@H]2[C@@H]1[C@H]([C@@H]3[C@H]2OC(O3)(C)C)C1)Cl